ClC=1C=CC(=NC1)NS(=O)(=O)C1=CNC2=NC=CC=C21 N-(5-chloro-2-pyridinyl)1H-pyrrolo[2,3-b]pyridine-3-sulfonamide